C(#N)C1=CC=C(C=C1)[C@H]1COC2=C(O1)C=CC=C2C2CCN(CC2)CC2=NC=1C(=NC(=CC1)C(=O)O)N2C[C@H]2OCC2 2-((4-((S)-2-(4-cyanophenyl)-2,3-dihydrobenzo[b][1,4]dioxin-5-yl)piperidin-1-yl)methyl)-3-(((S)-oxetan-2-yl)methyl)-3H-imidazo[4,5-b]pyridine-5-carboxylic acid